(2-Oxo-1,2-dihydropyridin-4-yl)boronic acid O=C1NC=CC(=C1)B(O)O